2-(2,3-dichloropyridin-4-yl)-6-(5-formyl-6-methoxypyridin-2-yl)benzonitrile ClC1=NC=CC(=C1Cl)C1=C(C#N)C(=CC=C1)C1=NC(=C(C=C1)C=O)OC